[Pd].C1=CCCC=CCC1 cycloocta-1,5-diene palladium